diphenyl-4-triphenylsilyl-phenyl-phosphine oxide C1(=CC=CC=C1)P(C1=CC=C(C=C1)[Si](C1=CC=CC=C1)(C1=CC=CC=C1)C1=CC=CC=C1)(C1=CC=CC=C1)=O